CC1=CCC(CC1)(O)C(C)C 4-methyl-1-(1-methylethyl)-3-Cyclohexen-1-ol